ortho-methylphenoxyethoxyphosphine bromide [Br-].CC1=C(OCCOP)C=CC=C1